C(C)OC(=O)C1(C(C2=C(C=C(C=C2C1)C)C)=O)C#N 2-cyano-5,7-dimethyl-1-oxo-2,3-dihydro-1H-indene-2-carboxylic acid ethyl ester